lithium sulfonylamide salt S(=O)(=O)=[N-].[Li+]